2-(4-fluorophenyl)acetic acid FC1=CC=C(C=C1)CC(=O)O